(4S,5R)-5-[3-fluoro-5-(trifluoromethyl)phenyl]-4-methyl-N-(2-methylbenzyl)-2-oxo-1,3-oxazolidine-3-carboxamide FC=1C=C(C=C(C1)C(F)(F)F)[C@@H]1[C@@H](N(C(O1)=O)C(=O)NCC1=C(C=CC=C1)C)C